3,4-methylenedioxyphenylethanol C1OC=2C=C(C=CC2O1)C(C)O